2-(4-Bromo-3-Methoxyphenyl)-5-Methylthiazol-4-ol BrC1=C(C=C(C=C1)C=1SC(=C(N1)O)C)OC